3-[6-[4-[2-(1-amino-4-piperidyl)ethyl]piperazin-1-yl]-5-fluoro-1-methyl-indazol-3-yl]piperidine-2,6-dione NN1CCC(CC1)CCN1CCN(CC1)C1=C(C=C2C(=NN(C2=C1)C)C1C(NC(CC1)=O)=O)F